N1CC(C1)CCNC(O)=O.C(C)(C)(C)C=1C(=C(C=C(C1)C(C)(C)C)N1C(C=CC1=O)=O)O N-(3,5-di-tert-butylhydroxy-phenyl)maleimide 2-(azetidin-3-yl)ethylcarbamate